1-(5-(((1R,5S)-3-(methylsulfonyl)-3,8-diazabicyclo[3.2.1]octan-8-yl)methyl)benzo[d]isoxazol-3-yl)dihydropyrimidine-2,4(1H,3H)-dione CS(=O)(=O)N1C[C@H]2CC[C@@H](C1)N2CC=2C=CC1=C(C(=NO1)N1C(NC(CC1)=O)=O)C2